The molecule is a monocarboxylic acid anion resulting from the removal of a proton from the carboxy group of beta-D-4-deoxy-Delta(4)-GlcpA-(1->3)-beta-D-GlcpNAc. It is a monocarboxylic acid anion, a carbohydrate acid derivative anion and a beta-D-4-deoxy-Delta(4)-GlcpA-(1->3)-D-GlcpNAc(1-). It is a conjugate base of a 3-(4-deoxy-beta-D-gluc-4-enosyluronic acid)-N-acetyl-D-glucosamine. CC(=O)N[C@@H]1[C@H]([C@@H]([C@H](O[C@H]1O)CO)O)O[C@H]2[C@@H]([C@H](C=C(O2)C(=O)[O-])O)O